1-(2-((3-fluoro-5-(trifluoromethyl)phenyl)methyl-d2)pyridin-4-yl)-1,5,6,7-tetrahydro-4H-pyrazolo[4,3]pyridin-4-one FC=1C=C(C=C(C1)C(F)(F)F)C(C1=NC=CC(=C1)N1N=CC=2C(CCNC21)=O)([2H])[2H]